tert-butyl 3-(6-bromo-1H-benzo[d]imidazol-1-yl)azepane-1-carboxylate BrC=1C=CC2=C(N(C=N2)C2CN(CCCC2)C(=O)OC(C)(C)C)C1